2-(4-chloro-3-fluorophenoxy)-N-[(3r,4r)-1-[5-(4-chlorophenyl)-1,3,4-oxadiazol-2-yl]-3-hydroxypiperidin-4-yl]acetamide ClC1=C(C=C(OCC(=O)N[C@H]2[C@@H](CN(CC2)C=2OC(=NN2)C2=CC=C(C=C2)Cl)O)C=C1)F